ClC1=C(C(=O)OC)C=CC(=N1)N1C=NC2=C1C=C(C(=C2)OC)OC methyl 2-chloro-6-(5,6-dimethoxy-1H-benzo[d]imidazol-1-yl)nicotinate